N-(5-chloro-2-(2-methoxyethoxy)phenyl)thiophene-2-sulfonamide Fmoc-L-aspartate C(=O)(OCC1C2=CC=CC=C2C2=CC=CC=C12)N[C@@H](CC(=O)O)C(=O)O.ClC=1C=CC(=C(C1)NS(=O)(=O)C=1SC=CC1)OCCOC